BrC1=CC=C(S1)C=C1N=C(C(N=C1OCC(CCCCCCCCCCCC)CCCCCCCCCC)=CC=1SC(=CC1)Br)OCC(CCCCCCCCCCCC)CCCCCCCCCC 2,5-bis((5-bromothiophen-2-yl)methylene)-3,6-bis((2-decyltetradecyl)oxy)-2,5-dihydropyrazine